C(CC)(=O)OC[C@]1(O[C@H]([C@@H]([C@@H]1O)O)C1=CC=C2C(=NC=NN21)N)C#N ((2R,3S,4R,5S)-5-(4-aminopyrrolo[2,1-f][1,2,4]triazin-7-yl)-2-cyano-3,4-dihydroxytetrahydrofuran-2-yl)methyl propionate